N-(benzo[d]thiazol-2-ylmethyl)-1-(3-fluoropyridin-2-yl)ethan-1-amine S1C(=NC2=C1C=CC=C2)CNC(C)C2=NC=CC=C2F